2-(trifluoromethyl)quinoxalin-6-amine FC(C1=NC2=CC=C(C=C2N=C1)N)(F)F